2,7-diacetylenyl-fluorene methyl-3-(3-(1-chloro-8-((2-methoxy-2-oxoethyl)sulfonyl)-3,7,7-trimethyl-2-oxooctan-3-yl)phenyl)propanoate COC(CCC1=CC(=CC=C1)C(C(CCl)=O)(CCCC(CS(=O)(=O)CC(=O)OC)(C)C)C)=O.C(#C)C1=CC=2CC3=CC(=CC=C3C2C=C1)C#C